C(C)C1=C(C(=C)C)C(=CC=C1)CC 2,6-diethyl-α-methylstyrene